5-(3-chloro-8-((1S,2S)-2-(1-(2,2,2-trifluoroethyl)-1H-pyrazolo[4,3-c]pyridin-6-yl)cyclopropyl)imidazo[1,2-b]pyridazin-6-yl)pyrimidine-2,4(1H,3H)-dione ClC1=CN=C2N1N=C(C=C2[C@@H]2[C@H](C2)C2=CC1=C(C=N2)C=NN1CC(F)(F)F)C=1C(NC(NC1)=O)=O